BrCC(=O)N1[C@@H](CCC1)C1=C(C(=CC=C1)OC)C 2-Bromo-1-[(2S)-2-(3-methoxy-2-methyl-phenyl)pyrrolidin-1-yl]ethanone